[I-].C(C)(C)(C)OC(=O)N1CCC(CC1)C[Zn+] ((1-(t-butoxycarbonyl)piperidin-4-yl)methyl)zinc (II) iodide